C(C)C1OC(C(C(C(CC(CC(CNC(C(C1(C)O)O)C)C)(C)O)C)O[C@@H]1O[C@H]([C@]([C@](C1)(C)OC)(CN1CCCCC1)O)C)C)=O 2-ethyl-3,4,10-trihydroxy-13-[(2R,4R,5S,6S)-5-hydroxy-4-methoxy-4,6-dimethyl-5-(piperidin-1-ylmethyl)oxan-2-yl]oxy-3,5,8,10,12,14-hexamethyl-1-oxa-6-azacyclopentadecan-15-one